Cobalt Manganate [Mn](=O)(=O)([O-])[O-].[Co+2]